1-(1H-imidazole-1-carboxamido)-1H-imidazole N1(C=NC=C1)C(=O)NN1C=NC=C1